(S)-3-(3-(1-amino-2,3-dihydro-1H-inden-5-yl)-5-(3-fluoro-1H-pyrazol-1-yl)-7-methyl-3H-imidazo[4,5-b]pyridin-2-yl)pyridin-2-amine N[C@H]1CCC2=CC(=CC=C12)N1C(=NC=2C1=NC(=CC2C)N2N=C(C=C2)F)C=2C(=NC=CC2)N